amino-4-chloro-4''-(2-oxo-2,5-dihydro-1H-imidazol-1-yl)-[1,1':3',1''-terphenyl]-5'-carboxamide NC1=C(C=CC(=C1)Cl)C1=CC(=CC(=C1)C(=O)N)C1=CC=C(C=C1)N1C(N=CC1)=O